N1(CCCC1)C1=C(C=C(CN2CCCC23CCN(CC3)C(=O)OC(C(F)(F)F)C(F)(F)F)C=C1)C(F)(F)F 1,1,1,3,3,3-hexafluoropropan-2-yl 1-(4-(pyrrolidin-1-yl)-3-(trifluoromethyl) benzyl)-1,8-diazaspiro[4.5]decane-8-carboxylate